ClC=1C=C(C=C(C1OC=1C=C2CCN(C(C2=CC1)=O)CC1=C(C=CC(=C1)F)C)Cl)N1N=CC(NC1=O)=O 2-(3,5-Dichloro-4-((2-(5-fluoro-2-methylbenzyl)-1-oxo-1,2,3,4-tetrahydroisoquinoline-6-yl)oxy)phenyl)-1,2,4-triazine-3,5(2H,4H)-dione